5-(4-aminophenyl)-1H-tetrazole NC1=CC=C(C=C1)C1=NN=NN1